FC(C1(COC1)C=1C=C(C=CC1)N1C(C2=CC(=CC(=C2C1)C(F)(F)F)CNC1(CCC1)C)=O)(C1=NN=CN1C)F 2-(3-(3-(difluoro(4-methyl-4H-1,2,4-triazol-3-yl)methyl)oxetan-3-yl)phenyl)-6-(((1-methylcyclobutyl)amino)methyl)-4-(trifluoromethyl)isoindolin-1-one